BrC=1C=C(C=2N(C1)N=C(N2)C)C 6-bromo-2,8-dimethyl-[1,2,4]triazolo[1,5-a]pyridine